ClC1=C(C=C(OCC(=O)NC23CC(C2)(C3)C3=NC(=NO3)COC=3C=NC(=CC3)C3CC3)C=C1)F 2-(4-chloro-3-fluorophenoxy)-N-[3-(3-{[(6-cyclopropylpyridin-3-yl)oxy]methyl}-1,2,4-oxadiazol-5-yl)bicyclo[1.1.1]pentan-1-yl]acetamide